ClC=1N=C2N(C=CC(=C2C2=C(C=C(C=C2OC)CCC)OC)C)C1 2-Chloro-8-(2,6-dimethoxy-4-propylphenyl)-7-methylimidazo[1,2-a]pyridine